C(C(C)C)C1C(OC(C(N(C(C(OCC(N(C(C(OC(C(N(C(C(OCC(N1C)=O)=O)CC(C)C)C)=O)C)=O)CC(C)C)C)=O)=O)CC(C)C)C)=O)C)=O 3,9,15,21-tetraisobutyl-4,10,12,16,22,24-hexamethyl-1,7,13,19-tetraoxa-4,10,16,22-tetrazacyclotetracosane-2,5,8,11,14,17,20,23-octaone